1-[(4S)-8-chlorochroman-4-yl]-3-[1-(3,4-difluorophenyl)pyrazol-3-yl]urea ClC=1C=CC=C2[C@H](CCOC12)NC(=O)NC1=NN(C=C1)C1=CC(=C(C=C1)F)F